(S)-N-(2-chloro-4-(8-(3,4-dimethylpiperazin-1-yl)-7-methyl-5-oxo-1,3,4,5-tetrahydro-2H-chromeno[3,4-c]pyridine-3-carbonyl)phenyl)methanesulfonamide ClC1=C(C=CC(=C1)C(=O)N1CC2=C(CC1)C=1C=CC(=C(C1OC2=O)C)N2C[C@@H](N(CC2)C)C)NS(=O)(=O)C